COC1=NC=CC=C1[C@H]1OCC[C@H](C1)C1=NC2=NC(=C(N=C2C(=N1)C12CC(C1)(C2)C(F)(F)F)C)C 2-((2S,4R)-2-(2-methoxypyridin-3-yl)tetrahydro-2H-pyran-4-yl)-6,7-dimethyl-4-(3-(trifluoromethyl)bicyclo[1.1.1]pentan-1-yl)pteridine